[Si](C1=CC=CC=C1)(C1=CC=CC=C1)(C(C)(C)C)OCCCCCCCCCCCC(CC(=O)OCC)CCCCCCCCC ethyl 14-((tert-butyldiphenylsilyl)oxy)-3-nonyltetradecanoate